O[C@H]1C[C@H](NC1)C(=O)[O-] (2s,4s)-4-hydroxypyrrolidine-2-carboxylate